NC=1C2=C(N=CN1)N(C(=C2C2=CC=CC=1OCOC12)C#CC1CN(C1)C1CCN(CC1)C(C=C)=O)C(C)C 1-(4-(3-((4-amino-5-(benzo[d][1,3]dioxol-4-yl)-7-isopropyl-7H-pyrrolo[2,3-d]pyrimidin-6-yl)ethynyl)azetidin-1-yl)piperidin-1-yl)prop-2-en-1-one